F[B-](F)(F)F.C1(CCCCC1)[PH+](C1=CC(=CC=C1)OC(F)(F)F)C1CCCCC1 dicyclohexyl-(3-trifluoromethoxyphenyl)phosphonium tetrafluoroborate